(S)-6-fluoro-N-hydroxy-3-methyl-4-(2,2,2-trifluoroacetyl)-2,3,4,5-tetrahydrobenzo[f][1,4]oxazepine-8-carboximidamide FC1=CC(=CC2=C1CN([C@H](CO2)C)C(C(F)(F)F)=O)C(NO)=N